CN1N=CC(=C1)C=1N=C(C=2N(C1)N=CC2)C2=C[C@@H](CCC2)NC(OC(C)(C)C)=O |r| rac-tert-butyl (3-(6-(1-methyl-1H-pyrazol-4-yl)pyrazolo[1,5-a]pyrazin-4-yl)cyclohex-2-en-1-yl)carbamate